N-(2-fluoro-2-methylpropyl)-5-(3-(1-methyl-1H-pyrazol-4-yl)pyrazolo[1,5-a]pyridin-5-yl)-7H-pyrrolo[2,3-d]pyrimidin-2-amine FC(CNC=1N=CC2=C(N1)NC=C2C2=CC=1N(C=C2)N=CC1C=1C=NN(C1)C)(C)C